FC(OC1=CC(=C(C(=C1)C(C)C)NC(=O)N=[S@](=O)(N)C=1SC(=C(C1)C)C(C)(C)O)C(C)C)F (R)-N'-((4-(difluoromethoxy)-2,6-diisopropylphenyl)carbamoyl)-5-(2-hydroxypropan-2-yl)-4-methylthiophene-2-sulfonimidamide